BrC=1C(=CC(=NC1)C1=CC(=CC=C1)C1=NC(=NC(=N1)C1=CC=CC=C1)C1=CC=CC=C1)C 5-bromo-2-[3-(4,6-diphenyl-1,3,5-triazin-2-yl)phenyl]-4-methylpyridine